4-((R)-octan-2-yl) 1-((R)-1,1,1-trifluoro-4-((4-methoxybenzyl)oxy)-4-oxobutan-2-yl) 2-methylenesuccinate C=C(C(=O)O[C@@H](C(F)(F)F)CC(=O)OCC1=CC=C(C=C1)OC)CC(=O)O[C@H](C)CCCCCC